methyl 2-[(6-chloro-3-morpholinosulfonyl-4-quinolyl)amino]-5-(2,2,2-trifluoro-1,1-dihydroxy-ethyl)benzoate ClC=1C=C2C(=C(C=NC2=CC1)S(=O)(=O)N1CCOCC1)NC1=C(C(=O)OC)C=C(C=C1)C(C(F)(F)F)(O)O